FC1=C(C(=CC=C1)O)C=1SC[C@H](N1)C(=O)O (R)-2-(2-fluoro-6-hydroxyphenyl)-4,5-dihydrothiazole-4-carboxylic acid